C(CCCCC(=O)OCC1CC2OC2CC1)(=O)OCC1CC2OC2CC1 bis(7-oxabicyclo[4.1.0]-3-heptylmethyl) adipate